octyl-formaldehyde (octyl carbamate) C(CCCCCCC)NC(O)=O.C(CCCCCCC)C=O